FC=1C=C2C(=NC1)NC=C2C2=NC(=CC(=N2)N[C@@H]2[C@H](C1CCC2CC1)C(=O)OCC)C=1OC(=CC1)[N+](=O)[O-] (2S,3S)-ethyl 3-((2-(5-fluoro-1H-pyrrolo[2,3-b]pyridin-3-yl)-6-(5-nitrofuran-2-yl) pyrimidin-4-yl)amino)bicyclo[2.2.2]octane-2-carboxylate